2-(6-chloro-3-methylpyrazin-2-yl)-6-(thiazol-2-yl)pyridin-4-amine ClC1=CN=C(C(=N1)C1=NC(=CC(=C1)N)C=1SC=CN1)C